(2S)-1-acryloyl-4-(9-chloro-10-(2,4-difluorophenyl)-5-oxo-2,3-dihydro-5H-[1,4]thiazino[2,3,4-ij]quinazolin-7-yl)piperazine-2-carbonitrile C(C=C)(=O)N1[C@@H](CN(CC1)C1=NC(N2C3=C(C(=C(C=C13)Cl)C1=C(C=C(C=C1)F)F)SCC2)=O)C#N